CN1C(CCOC2=CC=CC(C3=NNC4=CC=C(OCC1)C=C34)=C2)=O 11-methyl-7,14-dioxa-11,19,20-triazatetracyclo[13.5.2.12,6.018,21]tricosa-1(20),2(23),3,5,15,17,21-heptaen-10-one